FC(C=1C(=C(C=CC1)[C@@H](C)NC=1C2=C(N=CN1)N(C(C(=C2)C2(CCS(CC2)(=O)=O)O)=O)C)F)F 4-(4-{[(1R)-1-[3-(difluoromethyl)-2-fluorophenyl]ethyl]amino}-8-methyl-7-oxo-7H,8H-pyrido[2,3-d]pyrimidin-6-yl)-4-hydroxy-1λ6-thiane-1,1-dione